δ-Deutero-L-ornithine [2H]C(CC[C@H](N)C(=O)O)N